FC1=C(C=CC=C1F)C1N(CC2=CC=CC=C12)C=1N=CC(=NC1)C(=O)N[C@H](C)\C=C\S(=O)(=O)C 5-(1-(2,3-difluorophenyl)isoindolin-2-yl)-N-((R,E)-4-(methylsulfonyl)but-3-en-2-yl)pyrazine-2-carboxamide